(S)-1-(3-chloro-5-fluoro-2-((4-(4-fluoro-1H-1,2,4-triazol-5-yloxy)quinolin-8-yloxy)methyl)phenyl)ethylamine ClC=1C(=C(C=C(C1)F)[C@H](C)N)COC=1C=CC=C2C(=CC=NC12)OC1N(C=NN1)F